C(C)(C)(C)OC(=O)N[C@H]1C[C@H](C1)OC=1C(=NC=CC1)C(=O)O (cis-3-((tert-butoxycarbonyl)amino)cyclobutoxy)picolinic acid